2-sulfydryl-5-methyl-1,3,4-thiadiazole SC=1SC(=NN1)C